5-(4-fluoro-2,3-dihydro-1H-indenyl)-1H-imidazole FC1=C2CCC(C2=CC=C1)C1=CN=CN1